CN(C)CC1=C2C3(CN(C(C2=CC(=C1)CN1C(=NC=C1)NC)=O)[C@@H](C)C1=NC=C(C#N)C(=C1)OCC)CCCC3 (S)-6-(1-(5'-((dimethylamino)methyl)-7'-((2-(methylamino)-1H-imidazol-1-yl)methyl)-1'-oxo-1'H-spiro[cyclopentan-1,4'-isoquinoline]-2'(3'H)-yl)ethyl)-4-ethoxynicotinonitrile